5-chloro-N-((1r,4r)-4-((2-oxo-3-(6-(2-oxopyrrolidin-1-yl)pyridin-3-yl)-2,3-dihydro-1H-benzo[d]imidazol-1-yl)methyl)cyclohexyl)-2-(trifluoromethyl)nicotinamide ClC=1C=NC(=C(C(=O)NC2CCC(CC2)CN2C(N(C3=C2C=CC=C3)C=3C=NC(=CC3)N3C(CCC3)=O)=O)C1)C(F)(F)F